2-[(1R,3R)-1-[(Ethylcarbamoyl)oxy]-4-methyl-3-[(2S,3S)-3-methyl-2-{[(2R)-1-methylpiperidin-2-yl]formamido}-N-(pent-4-yn-1-yloxy)pentanamido]pentyl]-1,3-thiazole-4-carboxylic acid C(C)NC(=O)O[C@H](C[C@H](C(C)C)N(C([C@H]([C@H](CC)C)NC(=O)[C@@H]1N(CCCC1)C)=O)OCCCC#C)C=1SC=C(N1)C(=O)O